(R)-N-(1-cyclopropylethyl)-4-morpholino-2-((5-phenyl-1H-pyrazol-3-yl)amino)furo[3,2-d]pyrimidine-6-carboxamide hydrochloride Cl.C1(CC1)[C@@H](C)NC(=O)C1=CC=2N=C(N=C(C2O1)N1CCOCC1)NC1=NNC(=C1)C1=CC=CC=C1